(1r,4r)-4-(3-chloroanilino)-2'-{3-[(quinolin-4-yl)oxy]propyl}-2',3'-dihydrospiro[cyclohexane-1,1'-indene]-4-carboxylic acid ClC=1C=C(NC2(CCC3(C(CC4=CC=CC=C34)CCCOC3=CC=NC4=CC=CC=C34)CC2)C(=O)O)C=CC1